[Si](C)(C)(C(C)(C)C)OCCCOC1=NN(C=C1[N+](=O)[O-])C(CCC)C1CO1 3-(3-((tert-butyldimethylsilyl)oxy)propoxy)-4-nitro-1-(epoxyhexane-4-yl)-1H-pyrazole